tert-butyl N-(4-azidobutyl)-N-methyl-carbamate N(=[N+]=[N-])CCCCN(C(OC(C)(C)C)=O)C